N-(5-Chloro-3-methyl-1H-pyrazol-4-yl)-5-fluoro-4-(2-(2-hydroxypropan-2-yl)-1-methyl-1H-imidazol-4-yl)-2-isopropoxybenzamide ClC1=C(C(=NN1)C)NC(C1=C(C=C(C(=C1)F)C=1N=C(N(C1)C)C(C)(C)O)OC(C)C)=O